(E)-4-(4-mercapto-3-hydroxyphenyl)but-3-en-2-one SC1=C(C=C(C=C1)/C=C/C(C)=O)O